3-(methylthio)-N-(4-phenethoxyphenyl)-5-(4,4,5,5-tetramethyl-1,3,2-dioxaborolan-2-yl)benzamide CSC=1C=C(C(=O)NC2=CC=C(C=C2)OCCC2=CC=CC=C2)C=C(C1)B1OC(C(O1)(C)C)(C)C